cyanomethyl (S)-2-((tert-butoxycarbonyl)amino)-3-(4-(2-(2-(2-(5-cyanothiophene-2-carboxamido)ethoxy)ethoxy)ethoxy)phenyl)propanoate C(C)(C)(C)OC(=O)N[C@H](C(=O)OCC#N)CC1=CC=C(C=C1)OCCOCCOCCNC(=O)C=1SC(=CC1)C#N